C[C@@H]1[C@H]([C@H]([C@@H](O1)N2C=C(C(=O)NC2=O)F)O)O The molecule is a pyrimidine 5'-deoxyribonucleoside that is 5-fluorouridine in which the hydroxy group at the 5' position is replaced by a hydrogen. It is an oral prodrug of the antineoplastic agent 5-fluorouracil. Designed to circumvent the rapid degradation of 5-fluorouracil by dihydropyrimidine dehydrogenase in the gut wall, it is converted into 5-fluorouracil in the presence of pyrimidine nucleoside phosphorylase. It has a role as an antimetabolite, an antineoplastic agent and a prodrug. It is an organofluorine compound and a pyrimidine 5'-deoxyribonucleoside.